tert-butyl 4-(5-bromo-2-methyl-4-oxo-3,4-dihydropyrido[3,4-d]pyrimidin-6-yl)-4-carbamoylpiperidine-1-carboxylate TFA salt OC(=O)C(F)(F)F.BrC1=C(N=CC=2N=C(NC(C21)=O)C)C2(CCN(CC2)C(=O)OC(C)(C)C)C(N)=O